(S)-2-amino-3-(4-(benzo[d]oxazol-5-yl)phenyl)propanoic acid N[C@H](C(=O)O)CC1=CC=C(C=C1)C=1C=CC2=C(N=CO2)C1